C1(CC1)C=1N=CN(C(C1)=O)C1=CC=C(C=C1)C1(COC1)C(=O)NC1=CC=C(C=C1)F 3-(4-(4-Cyclopropyl-6-oxopyrimidin-1(6H)-yl)phenyl)-N-(4-fluorophenyl)oxetan-3-carboxamid